2,4-diaminobutyryl-beta-alanine NC(C(=O)NCCC(=O)O)CCN